3-(2,6-bis(benzyloxy)pyridin-3-yl)-1-methyl-7-(4-((S)-5-((1r,4R)-4-(2-methyl-3-(4,4,5,5-tetramethyl-1,3,2-dioxaborolan-2-yl)phenoxy)cyclohexyl)pentan-2-yl)piperazin-1-yl)-1H-indazole C(C1=CC=CC=C1)OC1=NC(=CC=C1C1=NN(C2=C(C=CC=C12)N1CCN(CC1)[C@@H](C)CCCC1CCC(CC1)OC1=C(C(=CC=C1)B1OC(C(O1)(C)C)(C)C)C)C)OCC1=CC=CC=C1